2-[4-[(1R,2S)-6-hydroxy-2-phenyl-tetrahydronaphthalen-1-yl]phenoxy]acetaldehyde OC=1C=C2CC[C@@H]([C@@H](C2=CC1)C1=CC=C(OCC=O)C=C1)C1=CC=CC=C1